C(#C)C1=NN=C2N1C1=CC=CC=C1C(=N2)N(C2=CC=CC=C2)C ethynyl-N-methyl-N-phenyl-[1,2,4]triazolo[4,3-a]quinazolin-5-amine